ClC1=C(C=CC(=C1)[N+](=O)[O-])C(CO)(CO)C 2-(2-chloro-4-nitrophenyl)-2-methylpropane-1,3-diol